methyl N-[4-[6-[(4-fluoro-3-methoxy-phenyl)-methyl-carbamoyl]imidazo[1,2-a]pyridin-3-yl]phenyl]carbamate FC1=C(C=C(C=C1)N(C(=O)C=1C=CC=2N(C1)C(=CN2)C2=CC=C(C=C2)NC(OC)=O)C)OC